N1=CN=C2N=CNC2=C1N purin-6-amine